C[S+](C1=CC=C(C2=CC=C(C=C12)O)O)C dimethyl-(4,7-dihydroxy-1-naphthaleneyl)sulfonium